IC1=CC(=C(C(=C1)C(C)C)O)C(C)C 4-Iodo-2,6-bis(isopropyl)phenol